(3R)-3-methyl-7-oxo-1-({[(1s,4s)-4-[2-(carboxymethoxy)-6-fluorophenyl]cyclohexyl]-oxy}methyl)-9-oxa-2,6-diazaspiro[4.5]decan-2-ium chloride [Cl-].C[C@H]1[NH2+]C(C2(C1)NC(COC2)=O)COC2CCC(CC2)C2=C(C=CC=C2F)OCC(=O)O